(5-methyl-2-(3,3,3-trifluoropropoxy)phenyl)-2-thiocyanatoacetamide CC=1C=CC(=C(C1)C(C(=O)N)SC#N)OCCC(F)(F)F